C1(OC(CO1)C=C)=O VINYLETHYLENE CARBONATE